5-Bromo-4-Chloro-3-Indolyl Phosphate P(=O)(OC1=CNC2=CC=C(C(=C12)Cl)Br)([O-])[O-]